BrC=1C(N(C(=CC1OCC1=NC=C(C=C1F)C)C)C1=CC(=NC=C1C)C1=NC(=CC=C1)C(C)(C)O)=O (M)-3-bromo-4-((3-fluoro-5-methylpyridin-2-yl)methoxy)-6''-(2-hydroxypropan-2-yl)-5',6-dimethyl-2H-[1,4':2',2''-terpyridin]-2-one